C(C)(C)(C)OC(=O)N1[C@H](C[C@@H](C1)NC1=CC(=C(C=C1)OC(F)F)OCC1CC1)C(=O)O (2R,4S)-1-(tert-Butoxycarbonyl)-4-((3-(cyclopropylmethoxy)-4-(difluoromethoxy)phenyl)amino)pyrrolidine-2-carboxylic acid